5-(5-(3,5-dichloro-4-fluorophenyl)-5-(trifluoromethyl)-4,5-dihydroisoxazol-3-yl)-N-(2-(methylthio)ethyl)-5,6-dihydro-4H-thieno[2,3-c]pyrrole-2-carboxamide ClC=1C=C(C=C(C1F)Cl)C1(CC(=NO1)N1CC2=C(C1)C=C(S2)C(=O)NCCSC)C(F)(F)F